4'-tert-butyl-2-isocyano-1,1'-biphenyl C(C)(C)(C)C1=CC=C(C=C1)C1=C(C=CC=C1)[N+]#[C-]